OC1=C(C(=O)C2=CC=C(C=C2)OCCOC(C(=C)C)=O)C=CC(=C1)O 2,4-dihydroxy-4'-(2-methacryloyloxyethoxy)benzophenone